diphenylamino(diphenylamide) C1(=CC=CC=C1)N(C1=CC=CC=C1)C1=C(C=CC=C1)[N-]C1=CC=CC=C1